C(C)(C)(C)OC(=O)N1CCC=2C=C(C(=NC2C1)OCC1=C(C=C(C=C1)Cl)F)C1CC1 ((4-chloro-2-fluorobenzyl)oxy)-3-cyclopropyl-5,8-dihydro-1,7-naphthyridine-7(6H)-carboxylic acid tert-butyl ester